C(C)(C)(C)NC(COC1=CC(=C(C(=C1)Cl)CC1=CC(=C(C=C1)O)C(C)C)Cl)=O N-(tert-butyl)-2-(3,5-dichloro-4-(4-hydroxy-3-isopropylbenzyl)phenoxy)acetamide